7-(2-(1-(4-(2,4-dioxotetrahydropyrimidin-1(2H)-yl)phenyl)piperidin-4-yl)ethoxy)-2-(4-phenoxyphenyl)-9,10-dihydro-4H-benzo[d]pyrazolo[1,5-a][1,3]diazepine-3-carboxamide O=C1N(CCC(N1)=O)C1=CC=C(C=C1)N1CCC(CC1)CCOC1=CC2=C(NC=3N(CC2)N=C(C3C(=O)N)C3=CC=C(C=C3)OC3=CC=CC=C3)C=C1